6-(3-Aminophenoxy)-2'-chloro-N-(6-cyclopropylimidazo[2,1-b][1,3,4]thiadiazol-2-yl)-5'-methoxy-[4,4'-bipyridine]-3-carboxamide NC=1C=C(OC2=CC(=C(C=N2)C(=O)NC2=NN3C(S2)=NC(=C3)C3CC3)C3=CC(=NC=C3OC)Cl)C=CC1